5-[[(2S)-2-[[(2S)-2-(9H-fluoren-9-ylmethoxycarbonylamino)-3-methyl-butanoyl]amino]propanoyl]amino]-2-(hydroxymethyl)benzenesulfonate C1=CC=CC=2C3=CC=CC=C3C(C12)COC(=O)N[C@H](C(=O)N[C@H](C(=O)NC=1C=CC(=C(C1)S(=O)(=O)[O-])CO)C)C(C)C